NC1=C(N=CC(=N1)N1CCC(CC1)(C)NC(OC(C)(C)C)=O)SC1=C(C(=CC=C1)NC(CCC(N1CCNCC1)=O)=O)Cl tert-butyl N-{1-[6-amino-5-({2-chloro-3-[4-oxo-4-(piperazin-1-yl)butanamido]phenyl} sulfanyl)pyrazin-2-yl]-4-methylpiperidin-4-yl}carbamate